N1(CCOCC1)C=1C=NC2=CC=CC=C2N1 3-morpholinylquinoxaline